BrC1=CC=C(C=C1)NCC(CC1=NNC(N1)=S)O 3-[3-(4-bromophenylamino)-2-hydroxypropyl]-1H-1,2,4-triazole-5(4H)-thione